1-(2-methoxy-5-nitrophenylazo)-2-hydroxy-3-(3-nitrophenylcarbamoyl)naphthalene COC1=C(C=C(C=C1)[N+](=O)[O-])N=NC1=C(C(=CC2=CC=CC=C12)C(NC1=CC(=CC=C1)[N+](=O)[O-])=O)O